ClC(CCl)OCC 1,2-dichloroethoxyethane